1-(3-chloropropyl)-4-vinylbenzene ClCCCC1=CC=C(C=C1)C=C